NC[C@@H]1[C@H]([C@H]([C@@H](O1)N1C(NC(C=C1)=O)=O)F)O 1-((2R,3R,4R,5R)-5-(aminomethyl)-3-fluoro-4-hydroxytetrahydrofuran-2-yl)pyrimidine-2,4(1H,3H)-dione